Bis(2,4-di-tert-butyl-6-methylphenyl)-ethylphosphit C(C)(C)(C)C1=C(C(=CC(=C1)C(C)(C)C)C)C(CP([O-])([O-])[O-])C1=C(C=C(C=C1C)C(C)(C)C)C(C)(C)C